C(#N)CC1=CC=C(C=C1)NC(=O)C=1C(=NN(C1)C)NC1=CC(=C(C=C1)OC1=CC=NC2=CC(=C(C=C12)OC)OC)F N-(4-(cyanomethyl)phenyl)-3-((4-((6,7-dimethoxyquinolin-4-yl)oxy)-3-fluorophenyl)amino)-1-methyl-1H-pyrazole-4-carboxamide